(2R)-2-(Cyclopropylmethylamino)-4-methyl-N-[4-[1H-pyrrolo[2,3-b]pyridin-4-yl]phenyl]pentanamide C1(CC1)CN[C@@H](C(=O)NC1=CC=C(C=C1)C1=C2C(=NC=C1)NC=C2)CC(C)C